2,5-dioxopyrrolidin-1-yl 4-(buta-2,3-dienamidomethyl)cyclohexane-1-carboxylate C(C=C=C)(=O)NCC1CCC(CC1)C(=O)ON1C(CCC1=O)=O